C(C)(C)(C)OC(=O)N1CCN(CC1)C(C1=CC(=C(C=C1)OC)OC)C1=CC(=C(C=C1)OC)OC.ClC1=CC=C(NC2=C(C=C(C=C2)S(=O)(=O)NC)C=2N=CN(C2)C)C=C1 4-(4-Chloroanilino)-N-methyl-3-(1-methylimidazol-4-yl)benzenesulfonamide tert-butyl-4-(bis(3,4-dimethoxyphenyl)methyl)piperazine-1-carboxylate